[N+](=O)([O-])C=1C=CC=C2C=NNC12 7-Nitroindazole